4,4'-biphenyl-disulfonyl chloride C1(=CC=C(C=C1)S(=O)(=O)Cl)C1=CC=C(C=C1)S(=O)(=O)Cl